9-hydroxy-10,12-octadecadienoic acid OC(CCCCCCCC(=O)O)C=CC=CCCCCC